tetrazole borate B(O)(O)O.N1N=NN=C1